2-chloro-1-((3-((3R,5R)-5-(4-chlorophenyl)tetrahydro-furan-3-yl)-1,2,4-oxadiazol-5-yl)methyl)-7-methyl-1,7-dihydro-6H-purin-6-one ClC=1N(C(C=2N(C=NC2N1)C)=O)CC1=NC(=NO1)[C@@H]1CO[C@H](C1)C1=CC=C(C=C1)Cl